CC1=NC(=NC(=N1)C1=CC=CC=C1)C1=CC(=CC=C1)B1OC(C(O1)(C)C)(C)C 2-methyl-4-phenyl-6-(3-(4,4,5,5-tetramethyl-1,3,2-dioxaborolan-2-yl)phenyl)-1,3,5-triazine